hydroxy-3-nitrobenzamidine OC1=C(C(=N)N)C=CC=C1[N+](=O)[O-]